BrC=1C=C2C(=NC=NN2C1)N1CCC(=CC1)C1=NC=C(C=N1)C(=O)C1=CC=C(C=C1)F (2-(1-(6-bromopyrrolo[2,1-f][1,2,4]triazin-4-yl)-1,2,3,6-tetrahydropyridin-4-yl)pyrimidin-5-yl)(4-fluorophenyl)methanone